(S)-4-(7-bromo-6-chloro-2,8-difluoroquinazolin-4-yl)-3-methylpiperazine-1-carboxylic acid tert-butyl ester C(C)(C)(C)OC(=O)N1C[C@@H](N(CC1)C1=NC(=NC2=C(C(=C(C=C12)Cl)Br)F)F)C